O(O)O.[Co] cobalt (oxy)hydroxide